(S)-2,6-dimethyl-3-(1-methylpyrrolidin-2-yl)pyridine (R)-methyl-3-(2-(((1-(6-amino-9H-purin-9-yl)propan-2-yl)oxy)methyl)-2-oxido-1,3,2-dioxaphosphinan-5-yl)propanoate COC(CCC1COP(OC1)(=O)CO[C@@H](CN1C2=NC=NC(=C2N=C1)N)C)=O.CC1=NC(=CC=C1[C@H]1N(CCC1)C)C